FC=1C=CC2=C(NC(=NS2(=O)=O)NCC2=NC(=CC=C2)F)C1C(C)C1=C(C=CC=C1)F 6-fluoro-5-(1-(2-fluorophenyl)ethyl)-3-(((6-fluoropyridin-2-yl)methyl)amino)-4H-benzo[e][1,2,4]thiadiazine 1,1-dioxide